C(=O)(OC(C)(C)C)NN monoBochydrazine